(S)-1-(2-((2,2'-dichloro-3'-((2-methylpyrido[3,2-d]pyrimidin-4-yl)amino)-[1,1'-biphenyl]-3-yl)carbamoyl)-4,5,6,7-tetrahydropyrazolo[1,5-a]pyridin-4-yl)azetidine-3-carboxylic acid ClC1=C(C=CC=C1NC(=O)C1=NN2C([C@H](CCC2)N2CC(C2)C(=O)O)=C1)C1=C(C(=CC=C1)NC=1C2=C(N=C(N1)C)C=CC=N2)Cl